dipyrrolo[1,2-c:2',1'-f][1,3,2]diazaborine-2,8-dicarboxylic acid dibenzyl ester C(C1=CC=CC=C1)OC(=O)C1=CC2=CC=3N(BN2C1)C=C(C3)C(=O)OCC3=CC=CC=C3